6H,7H-[1,3]thiazolo[5,4-b]pyridine-4-carboxylate N1=CSC=2N(CCCC21)C(=O)[O-]